tert-butyl 10-(aminomethyl)-7-azaspiro[4.5]decane-7-carboxylate NCC1CCN(CC12CCCC2)C(=O)OC(C)(C)C